O[C@@H]1C[C@H](N(C1)C(=O)[C@@H](C(C)C)C1=CC(=NO1)OC1CN(C1)C(=O)OC(C)(C)C)C(N[C@@H](C)C1=CC=C(C=C1)C1=C(N=CS1)C)=O tert-butyl 3-[5-[(1S)-1-[(2S,4R)-4-hydroxy-2-[[(1S)-1-[4-(4-methylthiazol-5-yl) phenyl]ethyl]carbamoyl]pyrrolidine-1-carbonyl]-2-methyl-propyl]isoxazol-3-yl]oxyazetidine-1-carboxylate